ClC=1C=C2C(=NC(=NC2=CC1)NC1=CC(=C(C=C1)F)F)NC1CNCCC1 6-chloro-N2-(3,4-difluorophenyl)-N4-(piperidin-3-yl)quinazoline-2,4-diamine